C(C)(C)(C)OC(NC1CC(C1)OC1=CC=C(C=C1)C(C)(C)C1=CC=C(C=C1)OC1=NC(=NC=C1)Br)=O tert-butyl((1r,3r)-3-(4-(2-(4-((2-bromopyrimidin-4-yl)oxy)phenyl)propan-2-yl)phenoxy)cyclobutyl)carbamate